OCC1(NCCC2C3=CC=CC=C3N=C12)CO 1,1-dihydroxymethyl-tetrahydro-beta-carboline